NC=1N=C(SC1C(C1=CC=C(C=C1)OCC(=O)NC1CCCC1)=O)N(C1=CC=C(C=C1)F)C(C(=O)N)C (N-[4-Amino-5-[4-[2-(cyclopentylamino)-2-oxoethoxy]benzoyl]thiazol-2-yl]-4-fluoroanilino)propanamid